tert-butyl 3-((5-nitropyridin-3-yl)oxy)azetidine-1-carboxylate [N+](=O)([O-])C=1C=C(C=NC1)OC1CN(C1)C(=O)OC(C)(C)C